C(#N)C1(CC1)C1=CC=C(C=C1)C=1C=C(C(=NC1)NNC1=C(C=NC(=C1)C(F)(F)F)C(=O)O)SCC 4-(2-{5-[4-(1-cyanocyclopropyl)phenyl]-3-(ethylsulfanyl)pyridin-2-yl}hydrazin-1-yl)-6-(trifluoromethyl)pyridine-3-carboxylic acid